Benzyl N-{2-oxo-[1,2'-bipyridin]-3-yl}carbamate O=C1N(C=CC=C1NC(OCC1=CC=CC=C1)=O)C1=NC=CC=C1